3-methyl-5-vinylpyrazolo[1,5-a]pyridine-7-carbonitrile CC=1C=NN2C1C=C(C=C2C#N)C=C